FC1=C(N)C=CC=C1C(F)(F)F 2-fluoro-3-(trifluoromethyl)aniline